FC1=C(C(=CC=C1)C)N1CCC(CC1)N1C(N(C=2C(C1)=CN(N2)CC(=C)C)CC2=C(C=CC=C2)C(F)(F)F)=O 5-[1-(2-Fluoro-6-methyl-phenyl)-piperidin-4-yl]-2-(2-methyl-allyl)-7-(2-trifluoromethyl-benzyl)-2,4,5,7-tetrahydro-pyrazolo[3,4-d]pyrimidin-6-on